FC(C1=C(C=CC(=N1)N1CCC(CC1)N1CCN(CC1)C(=O)OC(C)(C)C)C=1C=C(C=2N(C1)C=CN2)C)F tert-butyl 4-[1-[6-(difluoromethyl)-5-(8-methylimidazo[1,2-a]pyridin-6-yl)-2-pyridyl]-4-piperidyl]piperazine-1-carboxylate